C(C)(=O)N(N(C(=O)C1=CC=2C3=C(C(=NC2C=C1)N)C=NN3C)CC3=CC(=C(C(=C3)F)F)F)C N'-acetyl-4-amino-N',1-dimethyl-N-[(3,4,5-trifluorophenyl)methyl]pyrazolo[4,3-c]quinoline-8-carbohydrazide